C=1(C(=CC(=C(C1)S)S)S)S 1,2,4,5-benzenetetrathiol